2-(3-amino-5-(4-methyl-1H-imidazol-1-yl)phenyl)-2-methylpropanenitrile NC=1C=C(C=C(C1)N1C=NC(=C1)C)C(C#N)(C)C